P(=O)(OC1=C(C=CC2=C1C[C@H]1CCCN([C@@H]1C2)CCC)O)(O)O (4aR,10aR)-7-hydroxy-1-propyl-1,2,3,4,4a,5,10,10a-octahydrobenzo[g]quinolin-6-yl dihydrogen phosphate